5-(5',6'-dihydrospiro[azetidine-3,4'-pyrrolo[1,2-b]pyrazol]-2'-yl)-3-[(1R)-1-phenylethoxy]pyridin-2-amine-hydrochloride salt Cl.N=1N2C(=CC1C=1C=C(C(=NC1)N)O[C@H](C)C1=CC=CC=C1)C1(CC2)CNC1